C([O-])([O-])=O carbonate